1-ethyl-6-fluoro-7-(4-((5,6,7,8-tetrahydronaphthalen-1-yl) methyl) piperazin-1-yl)-4-oxo-1,4-dihydroquinoline-3-carboxylate C(C)N1C=C(C(C2=CC(=C(C=C12)N1CCN(CC1)CC1=CC=CC=2CCCCC12)F)=O)C(=O)[O-]